4-(1-{4-bromo-2-[4-(but-3-en-1-yl)piperidin-1-yl]phenyl}-1H-1,2,3-triazol-4-yl)-2-(3-vinyl-4,4-difluoropiperidin-1-yl)-6-methylpyrimidine BrC1=CC(=C(C=C1)N1N=NC(=C1)C1=NC(=NC(=C1)C)N1CC(C(CC1)(F)F)C=C)N1CCC(CC1)CCC=C